2-(cyclopentylamino)-1-(2-(5-(trifluoromethyl)-1,2,4-oxadiazol-3-yl)-6,7-dihydrothieno[3,2-c]pyridin-5(4H)-yl)ethan-1-one C1(CCCC1)NCC(=O)N1CC2=C(CC1)SC(=C2)C2=NOC(=N2)C(F)(F)F